ClCC=1C=C2NC(C=3N(C2=CC1F)C=CC3)=O 7-(chloromethyl)-8-fluoropyrrolo[1,2-a]quinoxalin-4(5H)-one